CN(C)CC1=C(C=CC(=N1)NC=1C=CC(=C2CNC(C12)=O)C1=C2C(=NC=C1)N(C=C2)C)[C@@H]2COCC2 (R)-7-((6-((dimethyl-amino)methyl)-5-(tetrahydrofuran-3-yl)pyridin-2-yl)amino)-4-(1-methyl-1H-pyrrolo[2,3-b]pyridin-4-yl)isoindolin-1-one